BrC1=C(OC=2C(=NC=NC2)N2CC3(C2)CCN(CC3)C(=O)OC(C)(C)C)C=CC(=C1)F tert-butyl 2-(5-(2-bromo-4-fluorophenoxy) pyrimidin-4-yl)-2,7-diazaspiro[3.5]nonane-7-carboxylate